C(C)(C)C1=C(C=CC=C1)C1=NC(=CC2=C1N=CN2C)N(C(OC(C)(C)C)=O)C tert-butyl (4-(2-isopropylphenyl)-1-methyl-1H-imidazo[4,5-c]pyridin-6-yl)(methyl)carbamate